CN1N=C(C=2CN(CCC21)S(=O)(=O)C)C(=O)N2CCC(CC2)C2=C(C=CC=C2)C(F)(F)F (1-methyl-5-(methylsulfonyl)-4,5,6,7-tetrahydro-1H-pyrazolo[4,3-c]pyridin-3-yl)(4-(2-(trifluoromethyl)phenyl)piperidin-1-yl)methanone